COC=1C=C(C(=O)NC(C)C=2N=C3CCCN(C3=CC2)C(=O)OC2CC2)C=CC1 cyclopropyl 6-(1-(3-methoxybenzamido)ethyl)-3,4-dihydro-1,5-naphthyridine-1(2H)-carboxylate